N-(3-Chloro-4-fluorophenyl)-4-(5-(3-(1-fluoro-2-hydroxy-2-methylpropoxy)-1-methyl-1H-pyrazol-5-yl)-5-hydroxyoctahydropentalen-2-yl)-1-methyl-1H-imidazole-5-carboxamide ClC=1C=C(C=CC1F)NC(=O)C1=C(N=CN1C)C1CC2CC(CC2C1)(O)C1=CC(=NN1C)OC(C(C)(C)O)F